bis1,5-cyclooctadiene nickel (0) [Ni].C1=CCCC=CCC1.C1=CCCC=CCC1